trans-3-amino-6'-chloro-2'-methyl-1',2'-dihydro-3'h-spiro[cyclobutane-1,4'-isoquinoline]-3'-one benzenesulfonate C1(=CC=CC=C1)S(=O)(=O)O.NC1CC2(C(N(CC3=CC=C(C=C23)Cl)C)=O)C1